N1=CN=CC2=C1CCOC2 7,8-dihydro-5H-pyrano[4,3-d]pyrimidine